C1(CC1)N1C(=NC2=C1C=C(C=C2C2=CC=C(C=C2)N2CCN(CC2)C(C)C)C2=CC=C(C=C2)N2CCN(CC2)C(C)C)C2=CC=C(C=C2)S(=O)(=O)C 1-cyclopropyl-4,6-bis(4-(4-isopropylpiperazin-1-yl)phenyl)-2-(4-(methylsulfonyl)phenyl)-1H-benzo[d]imidazole